CC1=C(C(=CC=C1)C)C1=NC(=NC(=C1)OC[C@@H](CC1COCCC1)NCC=1N=C2C(=NC1)OC(=C2)C(C)C)NS(=O)(=O)C=2C=C(C(=O)O)C=CC2 3-[[4-(2,6-dimethylphenyl)-6-[(2R)-2-[(6-isopropylfuro[2,3-b]pyrazin-2-yl)methylamino]-3-tetrahydropyran-3-yl-propoxy]pyrimidin-2-yl]sulfamoyl]benzoic acid